NC1=C(C=C(C(=C1)NC1=NC=CC(=N1)C1=CN(C2=CC=CC=C12)C)OC)N(C(NC)C(=O)O)C 2-((2-amino-5-methoxy-4-((4-(1-methyl-1H-indol-3-yl)pyrimidin-2-yl)amino)phenyl)(methyl)amino)N-methylglycine